(2-((2R,3S,4S,5S,6R)-6-(4-(hex-5-yn-1-ylcarbamoyl)phenoxy)-3,4,5-trihydroxytetrahydro-2H-pyran-2-yl)ethyl)phosphonic acid C(CCCC#C)NC(=O)C1=CC=C(O[C@@H]2[C@H]([C@H]([C@@H]([C@H](O2)CCP(O)(O)=O)O)O)O)C=C1